CC(COC(CCC1=CC(=C(C(=C1)C)O)C(C)(C)C)=O)(C)C1OCC2(CO1)COC(OC2)C(COC(CCC2=CC(=C(C(=C2)C)O)C(C)(C)C)=O)(C)C 3,9-bis(1,1-dimethyl-2-(beta-(3-tert.butyl-4-hydroxy-5-methylphenyl)propionyloxy)ethyl)-2,4,8,10-tetraoxaspiro(5.5)undecane